C1(CC1)OC1=C(C(=NC=C1)F)C(=O)NC1=CC(=C(C(=C1)F)OC1=CC=NC2=CC(=C(C=C12)OC)OCCO)F 4-cyclopropoxy-N-(3,5-difluoro-4-{[7-(2-hydroxyethoxy)-6-methoxyquinolin-4-yl]oxy}phenyl)-2-fluoropyridine-3-carboxamide